NCC1(C[C@H]2CC[C@@H](C1)N2C(=O)OC(C)(C)C)O tert-butyl (1R,3s,5S)-3-(aminomethyl)-3-hydroxy-8-azabicyclo[3.2.1]octane-8-carboxylate